heptane-2,5-diamine CC(CCC(CC)N)N